4-Methylbenzenesulfonic acid (3S)-tetrahydrofuran-3-yl ester O1C[C@H](CC1)OS(=O)(=O)C1=CC=C(C=C1)C